4-hexyldecyl 6-[2-[2-(2-aminoethoxy) ethoxy]ethyl-[6-(4-hexyldecoxy)-6-oxo-hexyl]amino]hexanoate NCCOCCOCCN(CCCCCC(=O)OCCCC(CCCCCC)CCCCCC)CCCCCC(=O)OCCCC(CCCCCC)CCCCCC